FC(C(C(C(F)(F)F)(C(F)(F)F)F)(F)F)(C)I heptafluoro-2-(trifluoromethyl)-4-iodopentane